[(3S)-3-(4H-1,2,4-Triazol-3-yl)pyrrolidin-1-yl]-[3-[[6-(trifluoromethyl)-3-pyridyl]methoxymethyl]azetidin-1-yl]methanone N=1N=C(NC1)[C@@H]1CN(CC1)C(=O)N1CC(C1)COCC=1C=NC(=CC1)C(F)(F)F